diethyl-ethoxypropoxysilane C(C)[SiH](OCCCOCC)CC